6-bromo-4-((2,4-dimethoxybenzyl)amino)pyridin BrC1=CC(=CC=N1)NCC1=C(C=C(C=C1)OC)OC